CC1=CC=C(C=C1)S(=O)(=O)[O-].N1=CC=CC=C1.[Na+] sodium pyridine p-toluenesulfonate